NC1=CC(=C(N=N1)Cl)[C@@H](COC1CC1)N1C(NCC(C1)(F)F)=O (S)-1-(1-(6-Amino-3-chloropyridazin-4-yl)-2-cyclopropoxyethyl)-5,5-difluorotetrahydropyrimidin-2(1H)-one